1-[4-(cyclobutylsulfamoyl)phenyl]-3-(pyridin-3-ylmethyl)urea C1(CCC1)NS(=O)(=O)C1=CC=C(C=C1)NC(=O)NCC=1C=NC=CC1